C(C=C)(=O)OCCC(=O)O.C(C=C)(=O)OCCC(=O)O.[Cu] copper bis(3-acryloxypropionic acid)